NC1=NC=C(C=N1)C1=NC(=NC(=N1)C1=NC(=CC=C1)C(F)(F)F)NC1=CC(=NC=C1)C(F)(F)F 4-(2-aminopyrimidin-5-yl)-6-(6-(trifluoromethyl)pyridin-2-yl)-N-(2-(trifluoromethyl)pyridin-4-yl)-1,3,5-triazin-2-amine